(3R)-3-{[2-(1-methyl-1H-pyrazol-5-yl)-7-(trifluoromethyl)[1,2,4]triazolo[1,5-c]quinazolin-5-yl]amino}azepan-2-one CN1N=CC=C1C1=NN2C(=NC=3C(=CC=CC3C2=N1)C(F)(F)F)N[C@H]1C(NCCCC1)=O